prop-1-ene-1-sulfonyl chloride C(=CC)S(=O)(=O)Cl